4-((5-aminopentyl)amino)-2-(2,6-dioxopiperidin-3-yl)-7-fluoroisoindoline-1,3-dione trifluoroacetate salt FC(C(=O)O)(F)F.NCCCCCNC1=C2C(N(C(C2=C(C=C1)F)=O)C1C(NC(CC1)=O)=O)=O